CC1=NC2=C(N1C=1SC=C(C1)N1CCOCC1)C=CC=C2 2-(2-methyl-1H-benzimidazol-1-yl)-4-morpholinylthiophene